C(CCCCCCCCCCCCC)OC(COCC1=CC=CC=C1)COCCCCCCCCCCCCCC ((2,3-bis(tetradecyloxy)propoxy)methyl)benzene